6-(2-amino-6-fluoro-5-(4-(pyrrolidin-1-ylsulfonyl)phenyl)pyridin-3-yl)-3,4-dihydroisoquinolin-1(2H)-one NC1=NC(=C(C=C1C=1C=C2CCNC(C2=CC1)=O)C1=CC=C(C=C1)S(=O)(=O)N1CCCC1)F